FC1=C(OC2=C(C=C(C=C2)CO)C2=CN(C3=C(N=CC=C32)OC)C)C=CC(=C1)F (4-(2,4-difluorophenoxy)-3-(7-methoxy-1-methyl-1H-pyrrolo[2,3-c]pyridin-3-yl)phenyl)methanol